N[C@@H]1[C@@H](N(CC1(F)F)C(=O)OC(C)(C)C)CC1=CC(=CC=C1)Cl tert-butyl (2S,3R)-3-amino-2-[(3-chlorophenyl)methyl]-4,4-difluoropyrrolidine-1-carboxylate